[6-[2-(trifluoromethyl)pyrimidin-5-yl]]Pyrimidine FC(C1=NC=C(C=N1)C1=CC=NC=N1)(F)F